C(C=C)(=O)N1C[C@H](C[C@@H]1COC)N1N=C(C(=C1NC)C(=O)N)C#CC1=CC=2N(C=C1)C=CN2 1-((3S,5R)-1-Acryloyl-5-(methoxymethyl)pyrrolidin-3-yl)-3-(imidazo[1,2-a]pyridin-7-ylethynyl)-5-(methylamino)-1H-pyrazole-4-carboxamide